(difluoromethoxy)-5-bromopyridine FC(OC1=NC=C(C=C1)Br)F